C(#N)C1=NNC2=C(C=C(C=C12)C)S(=O)(=O)N(C)CC(=O)NC1=CC(N(C=C1)C)=O 2-(3-cyano-N,5-dimethyl-1H-indazole-7-sulfonamido)-N-(1-methyl-2-oxo-1,2-dihydropyridin-4-yl)acetamide